ClC1=CC=C(C(=N1)C(=O)NS(=O)(=O)C)N[C@H](C)C=1C=C(C=C2C(N(C(=NC12)N1CCC(CC1)C1=NN(C=C1)C)C)=O)F (R)-6-chloro-3-((1-(6-fluoro-3-methyl-2-(4-(1-methyl-1H-pyrazol-3-yl)piperidin-1-yl)-4-oxo-3,4-dihydroquinazolin-8-yl)ethyl)amino)-N-(methylsulfonyl)picolinamide